1,1'-((ethane-1,2-diylbis(oxy))bis(ethane-2,1-diyl))bis(3-butylimidazolium) C(COCCN1C=[N+](C=C1)CCCC)OCCN1C=[N+](C=C1)CCCC